NC1=C(C(=NC=N1)C=1C(=C(C=C(C1)F)NC(C1=C(C=C(C=C1)C1CC1)F)=O)C)OCCCNC(C(=C)C)=O N-(3-(6-amino-5-(3-(N-methacryloylamino)propoxy)pyrimidin-4-yl)-5-fluoro-2-methylphenyl)-4-cyclopropyl-2-fluorobenzamide